ClC=1C=NC(=NC1)C(C#N)C1=C(C(=CC=C1)F)OC1=CC=C(C=C1)F (5-chloropyrimidin-2-yl)[3-fluoro-2-(4-fluorophenoxy)phenyl]acetonitrile